(4S)-4-Amino-5-[4-(2-{[(9H-fluoren-9-ylmethoxy)carbonyl]amino}acetamido)-3-fluorophenyl]-2,2-dimethylpentanoic acid N[C@H](CC(C(=O)O)(C)C)CC1=CC(=C(C=C1)NC(CNC(=O)OCC1C2=CC=CC=C2C=2C=CC=CC12)=O)F